CN(C(=O)C1CC2(C1)NC(OC2)=O)C2CC(C2)C2=C(C=CC=C2)C (2s,4s)-N-methyl-6-oxo-N-((1s,3s)-3-(o-tolyl)cyclobutyl)-7-oxa-5-azaspiro[3.4]octane-2-carboxamide